O1CCN(CC1)CCCCCCCCCCCCSC1=C2CN(C(C2=CC=C1)=O)C1C(NC(CC1)=O)=O 3-(4-((12-morpholinododecyl)thio)-1-oxoisoindolin-2-yl)piperidine-2,6-dione